N-(t-Butoxycarbonyl)-4-piperidone C(C)(C)(C)OC(=O)N1CCC(CC1)=O